(1-iodo-8-(6-methoxy-1,2-dimethyl-4-(methylamino)-1H-benzo[d]imidazol-5-yl)indolizin-3-yl)(3,4,5-trifluorophenyl)methanone IC=1C=C(N2C=CC=C(C12)C1=C(C2=C(N(C(=N2)C)C)C=C1OC)NC)C(=O)C1=CC(=C(C(=C1)F)F)F